N-[1-(3-methylphenyl)cyclopropyl]-5-[5-(trifluoromethyl)-1,2,4-oxadiazol-3-yl]pyrimidin-2-amine CC=1C=C(C=CC1)C1(CC1)NC1=NC=C(C=N1)C1=NOC(=N1)C(F)(F)F